2-chloro-9-[[4-[1-isopropyl-4-(trifluoromethyl)imidazol-2-yl]phenyl]methyl]-7H-purin-8-imin ClC1=NC=C2NC(N(C2=N1)CC1=CC=C(C=C1)C=1N(C=C(N1)C(F)(F)F)C(C)C)=N